6-[3-(CYCLOPROPYLAMINOCARBONYL)PHENYL]-2-FORMYLPHENOL C1(CC1)NC(=O)C=1C=C(C=CC1)C1=CC=CC(=C1O)C=O